2-(3-hydroxypyridin-4-yl)isoindol-1-one xenon [Xe].OC=1C=NC=CC1N1C(C2=CC=CC=C2C1)=O